C(C)OC(=O)C=1N=CN(C1)C=1C=NC(=CC1)C 1-(6-methyl-3-pyridinyl)imidazole-4-carboxylic acid ethyl ester